COCOC1=NC=C(C(=O)O)C=C1 6-(methoxymethoxy)nicotinic acid